FC1=C(C=O)C=C(C=C1C)[N+](=O)[O-] 2-fluoro-3-methyl-5-nitrobenzaldehyde